1,2,3,3,4,4,5,5-octafluorocyclopentene FC1=C(C(C(C1(F)F)(F)F)(F)F)F